S([O-])(O)(=O)=O.CN1C=[N+](C=C1)CCC 1-methyl-3-propylimidazolium bisulfate